2-(2,3,4,5-tetrafluoro-N-(2-(trifluoromethyl)benzyl)phenylsulfonamido)acetic acid FC1=C(C=C(C(=C1F)F)F)S(=O)(=O)N(CC1=C(C=CC=C1)C(F)(F)F)CC(=O)O